CNC1=C(C=CC=C1)C1=C(C=CC=C1)CS(=O)(=O)O[Pd+] (2'-methylamino-1,1'-biphenyl-2-yl)methanesulfonyloxypalladium (II)